(2-chlorophenyl)-N-[4-(3-cyclopropyl-1H-1,2,4-triazol-1-yl)-3-sulfamoylphenyl]acetamide ammonium hydroxypropyltrimethyloctanoate OCCCC(C(=O)[O-])CCCCCC(C)(C)C.[NH4+].ClC1=C(C=CC=C1)CC(=O)NC1=CC(=C(C=C1)N1N=C(N=C1)C1CC1)S(N)(=O)=O